2-{6-[(3R)-3-hydroxypiperidin-1-yl]pyridin-3-yl}-1H-indol-5-ol O[C@H]1CN(CCC1)C1=CC=C(C=N1)C=1NC2=CC=C(C=C2C1)O